ClC=1C(=C(C(=CC1N1CC(CC1)(CN(C)C)C#N)F)S(=O)(=O)N(CC1=CC=C(C=C1)OC)C1=NC(=CC=C1)F)F 3-chloro-4-(3-cyano-3-((dimethylamino)methyl)pyrrolidin-1-yl)-2,6-difluoro-N-(6-fluoropyridin-2-yl)-N-(4-methoxybenzyl)benzenesulfonamide